Sorbitol hexaacrylate C(C=C)(=O)OC[C@H](OC(C=C)=O)[C@@H](OC(C=C)=O)[C@H](OC(C=C)=O)[C@H](OC(C=C)=O)COC(C=C)=O